(S)-N-(7-(3-hydroxy-3-methylbut-1-yn-1-yl)-5-methyl-4-oxo-2,3,4,5-tetrahydrobenzo[b][1,4]oxazepin-3-yl)-4-methoxypyridinamide OC(C#CC1=CC2=C(OC[C@@H](C(N2C)=O)NC(=O)C2=NC=CC(=C2)OC)C=C1)(C)C